3-methyl-2-oxopentanoic acid (3-methyl-2-oxopentanoate) CC(C(C(=O)O)=O)CC.CC(C(C(=O)O)=O)CC